2,4-diamino-quinazolin NC1=NC2=CC=CC=C2C(=N1)N